C(C)(C)(C)C1=CC(=C(C(=C1)C(C)(C)C)OC)C(C)C 4,6-di-tertiary butyl-2-isopropyl-anisole